ClC=1C=C(C=C2C(=C(C=NC12)C#N)NCC(C)(C)C)N[C@@H](C=1C(=NC(=CC1)F)C)C=1N=NN(C1)C(CO)(F)F (S)-8-chloro-6-(((1-(1,1-difluoro-2-hydroxyethyl)-1H-1,2,3-triazol-4-yl)(6-fluoro-2-methylpyridin-3-yl)methyl)amino)-4-(neopentylamino)quinoline-3-carbonitrile